1-(2-fluoro-3-(3-(2-methoxyethoxy)quinoxaline-6-carbonyl)phenyl)-3-(3-fluorophenyl)urea FC1=C(C=CC=C1C(=O)C=1C=C2N=C(C=NC2=CC1)OCCOC)NC(=O)NC1=CC(=CC=C1)F